FC(C(=O)O)(F)F.NC1=NC(=C(C=C1C=1C=C2CC(NC(C2=CC1)=O)(C)C)C1=CC=C(C=C1)N1CCN(CC1)CC)F 6-(2-amino-5-(4-(4-ethylpiperazin-1-yl)phenyl)-6-fluoropyridin-3-yl)-3,3-dimethyl-3,4-dihydroisoquinolin-1(2H)-one 2,2,2-trifluoroacetate